C(C)(C)(C)[Si](OCC1(COCC1)C(F)(F)F)(C1=CC=CC=C1)C1=CC=CC=C1 tert-butyldiphenyl-((3-(trifluoromethyl)tetrahydrofuran-3-yl)methoxy)silane